2-chloro-6-[[1-oxido-5-(trifluoromethyl)pyridin-1-ium-3-yl]methylamino]purine ClC1=NC(=C2NC=NC2=N1)NCC=1C=[N+](C=C(C1)C(F)(F)F)[O-]